C(C)OC1=NC(=NN1CC1=CC(=NC=C1)C(F)(F)F)C1=CC=C(C=C1)F 4-[[5-ethoxy-3-(4-fluorophenyl)-1H-1,2,4-triazol-1-yl]methyl]-2-(trifluoromethyl)pyridine